4-(2-Amino-2-methylpropanoyl)-N-(1-(4-(((trans-4-aminocyclohexyl)amino)methyl)-3,5-difluorophenyl)-2-oxo-1,2-dihydropyrimidin-4-yl)piperazine-1-carboxamide hydrochloride salt Cl.NC(C(=O)N1CCN(CC1)C(=O)NC1=NC(N(C=C1)C1=CC(=C(C(=C1)F)CN[C@@H]1CC[C@H](CC1)N)F)=O)(C)C